3-(8'-oxo-6',8'-dihydro-7'H-spiro[azetidine-3,2'-pyrano[2,3-f]isoindole]-7'-yl)piperidine-2,6-dione O=C1N(CC=2C=C3C(=CC12)OC1(C=C3)CNC1)C1C(NC(CC1)=O)=O